C(C1=CC=CC=C1)NC(=O)NCC1=CC(=C(C=C1)C1=CC(=C(N1C)C)C(=O)N(C)C1=CC=C(C=C1)O)C(=O)N1CC2=CC=CC=C2C[C@H]1C 5-(4-{[(Benzylcarbamoyl)amino]methyl}-2-{[(3R)-3-methyl-3,4-dihydroisoquinolin-2(1H)-yl]carbonyl}phenyl)-N-(4-hydroxyphenyl)-N,1,2-trimethyl-1H-pyrrole-3-carboxamide